C(#CCC)C=1C(=NC=CN1)NC(C(F)(F)F)=O N-(3-(but-1-yn-1-yl)pyrazin-2-yl)-2,2,2-trifluoroacetamide